ClC=1C=C(CO[C@@H]2C[C@H](C2)C(=O)NCC2=C(C(=C(C=C2)C(F)(F)F)C=2NC(C=C(N2)CC)=O)F)C=C(C1)F trans-3-[(3-chloro-5-fluorobenzyl)oxy]-N-[3-(4-ethyl-6-oxo-1,6-dihydropyrimidin-2-yl)-2-Fluoro-4-(trifluoromethyl)benzyl]cyclobutane-1-carboxamide